OC1=C(C=C2CN(C(N(C2=C1)C)=O)CCC(C)C)C1CC(NS1(=O)=O)=O 5-(7-hydroxy-3-isopentyl-1-methyl-2-oxo-1,2,3,4-tetrahydroquinazolin-6-yl)isothiazolidin-3-one 1,1-dioxide